(1R,2S)-2-{3-[(2-Ethoxy-4-methanesulfonylphenyl)amino]-1H-indazol-6-yl}-5'-methoxy-1'H-spiro[cyclopropane-1,3'-indol]-2'-one C(C)OC1=C(C=CC(=C1)S(=O)(=O)C)NC1=NNC2=CC(=CC=C12)[C@@H]1C[C@@]12C(NC1=CC=C(C=C21)OC)=O